(3S,4S)-3-[(tert-butyldiphenylsilyl)oxy]-4-fluoropyrrolidine-1-sulfonyl chloride [Si](C1=CC=CC=C1)(C1=CC=CC=C1)(C(C)(C)C)O[C@H]1CN(C[C@@H]1F)S(=O)(=O)Cl